FC1=CC=C(C=C1)C1=NN(C=C1C=1C=2N(N=CC1)C=C(N2)CN2C(C1=CC=CC=C1C2=O)=O)C 2-([8-[3-(4-fluorophenyl)-1-methylpyrazol-4-yl]imidazo[1,2-b]pyridazin-2-yl]methyl)isoindole-1,3-dione